C12CN(CC(N1)C2)C=2C1=C(N=C(N2)OC([2H])([2H])C23CCCN3CCC2)C(=C(N=C1)C1=CC(=CC2=CC=C(C(=C12)C#C)F)O)F 4-(4-(3,6-Diazabicyclo[3.1.1]heptan-3-yl)-8-fluoro-2-((tetrahydro-1H-pyrrolizin-7a(5H)-yl)methoxy-d2)pyrido[4,3-d]pyrimidin-7-yl)-5-ethynyl-6-fluoronaphthalen-2-ol